2-(1,3-oxazol-5-yl)-6-(propan-2-yl)-5,6-dihydro-7H-pyrrolo[3,4-d]pyrimidin-7-one O1C=NC=C1C=1N=CC2=C(N1)C(N(C2)C(C)C)=O